C(\C=C/C(=O)O)(=O)O.C(C=C)(=O)O acrylic acid-maleic acid salt